C12(OCC(C1)C2)COC=2C=C1N(C(N2)=O)CCC2=C1SC(=C2)C#CC2CC2 9-((2-oxabicyclo[2.1.1]hex-1-yl)methoxy)-2-(cyclopropylethynyl)-4,5-dihydro-7H-thieno[2',3':3,4]pyrido[1,2-c]pyrimidin-7-one